FC(S(=O)(=O)N1CC(CC1)N1C=NC2=C1CC=N2)(F)F 1-(((trifluoromethyl)sulfonyl)pyrrolidin-3-yl)-1,6-dihydroimidazo[4,5-d]Pyrrole